NC1=NC=CC=C1C1=NC=2C(=NC(=CC2)C2C(C2)C(=O)N2CCOCC2)N1C1=CC=C(C=C1)CNC(OC(C)(C)C)=O tert-butyl N-({4-[2-(2-aminopyridin-3-yl)-5-[2-(morpholine-4-carbonyl) cyclopropyl] imidazo[4,5-b]pyridin-3-yl]phenyl}methyl)carbamate